5-(4-dodecyl-phenyl)-pyrazoline C(CCCCCCCCCCC)C1=CC=C(C=C1)C1C=CNN1